11-(piperidin-1-yl)undecan-1-amine N1(CCCCC1)CCCCCCCCCCCN